N[C@H](C(=O)N)CC1=CC=C(C=C1)O (S)-2-amino-3-(4-hydroxyphenyl)propanamide